COCC1(CC1)CS(=O)(=O)C1=CC=C(C=C1)C1=CC=C(C=C1)C(C)(C)NC(OC1CN2CCC1CC2)=O Quinuclidin-3-yl (2-(4'-(((1-(methoxymethyl)cyclopropyl)methyl)sulfonyl)-[1,1'-biphenyl]-4-yl)propan-2-yl)carbamate